FC(S(=O)(=O)[O-])(F)F.CC(C(C)(C)[N+]1=CC=CC=C1)(CCCCCCCCCCCCCC)C (tetramethylhexadecyl)pyridin-1-ium trifluoromethanesulfonate